N-(4-chlorophenyl)-2-(4-(2-(trifluoromethyl)pyridin-4-yl)cyclohexyl)propanamide ClC1=CC=C(C=C1)NC(C(C)C1CCC(CC1)C1=CC(=NC=C1)C(F)(F)F)=O